N(=[N+]=[N-])CCOC12CC3(CC(CC(C1)(C3)C)(C2)C)CN2N=CC(=C2C)C=2C(=NC(=CC2)N2CC3=C(C=CC=C3CC2)C(NC=2SC3=C(N2)C=CC=C3)=O)C(=O)OC(C)(C)C tert-butyl 3-(1-((3-(2-azidoethoxy)-5,7-dimethyladamantan-1-yl)methyl)-5-methyl-1H-pyrazol-4-yl)-6-(8-(benzo[d]thiazol-2-ylcarbamoyl)-3,4-dihydroisoquinolin-2(1H)-yl)picolinate